BrC=1C=C(C=CC1OC=1C=2N(N=CC1)C=CC2)N2C(N(CC2=O)C=2C=NC=C(C2)C(F)(F)F)=O 3-[3-bromo-4-(pyrrolo[1,2-b]pyridazin-4-yloxy)phenyl]-1-[5-(trifluoromethyl)-3-pyridinyl]-2,4-imidazolidinedione